FC(C1=NN=C(O1)C=1C=CC(=NC1)CN1C(C2=CC(=CC=C2C(C1=O)(C)C)N1CCN(CC1)C)=O)F 2-((5-(5-(difluoromethyl)-1,3,4-oxadiazole-2-yl)pyridine-2-yl)methyl)-4,4-dimethyl-7-(4-methylpiperazine-1-yl)isoquinoline-1,3(2H,4H)-dione